(3aR,4R,6aR)-4-(4-aminopyrrolo[2,1-f][1,2,4]triazin-7-yl)-6-(hydroxymethyl)-2,2-dimethyltetrahydrofuro[3,4-d][1,3]dioxol-4-carbonitrile NC1=NC=NN2C1=CC=C2[C@@]2(OC([C@H]1OC(O[C@H]12)(C)C)CO)C#N